(R)-N-(6-cyclopropyl-3-methoxypyridin-2-yl)-3-(3-fluoro-4-methylphenyl)-3-(1,2,4-thiadiazol-5-yl)pyrrolidine-1-carboxamide C1(CC1)C1=CC=C(C(=N1)NC(=O)N1C[C@](CC1)(C1=NC=NS1)C1=CC(=C(C=C1)C)F)OC